N[C@H](C(=O)NC1=CC=C(C=C1)CO)CCCCNC(C1=CC=C(C=C1)C)(C1=CC=CC=C1)C1=CC=CC=C1 (S)-2-amino-6-((diphenyl(p-tolyl)methyl)amino)-N-(4-(hydroxymethyl)phenyl)hexanamide